CN(C)C=C1C(C(CC(C1)=CN(C)C)=CN(C)C)O 2,4,6-tris(dimethylaminomethylene)phenol